N-(2,2-dicyclopropyl-1-(5-((2-oxo-4-(trifluoromethyl)imidazolidin-1-yl)methyl)benzo[d]oxazol-2-yl)ethyl)-2-phenylpropanamide C1(CC1)C(C(C=1OC2=C(N1)C=C(C=C2)CN2C(NC(C2)C(F)(F)F)=O)NC(C(C)C2=CC=CC=C2)=O)C2CC2